CN(CCN(C1=CC=C(C=C1)NC=1C=C2C(=NC1)C(=CO2)C2=CC=NC=C2)C)C N1-(2-(dimethylamino)ethyl)-N1-methyl-N4-(3-(pyridin-4-yl)furo[3,2-b]pyridin-6-yl)benzene-1,4-diamine